N-cyclopropyl-2-(difluoromethoxy)-6-methoxy-4-(2-methyl-6-(2-morpholinoethoxy)-2H-indazol-3-yl)benzamide C1(CC1)NC(C1=C(C=C(C=C1OC)C=1N(N=C2C=C(C=CC12)OCCN1CCOCC1)C)OC(F)F)=O